COC1=CC=C(C=N1)C1=CC=2C3=C(C=NC2C=C1)N(C(N3C=3C=NC=NC3)=N)C 8-(6-Methoxypyridin-3-yl)-3-methyl-1-(pyrimidin-5-yl)-1,3-dihydro-2H-imidazo[4,5-c]quinolin-2-imine